COC1=CC=C(CN(CC2=CC=C(C=C2)OC)CC2(CC2)O)C=C1 1-{[Bis(4-methoxybenzyl)amino]methyl}cyclopropanol